racemic-7-(6-(1-(1-(p-tolyl)ethyl)-1H-pyrazol-4-yl)pyrazin-2-yl)-[1,2,4]triazolo[1,5-a]pyridin-2-amine C1(=CC=C(C=C1)[C@@H](C)N1N=CC(=C1)C1=CN=CC(=N1)C1=CC=2N(C=C1)N=C(N2)N)C |r|